ClC1=CC(=C(C=C1)C1CCN(CC1)C(CN1N=C(C2=C1CCC2)C(=O)N2C[C@H](O[C@H](C2)C)C)=O)C 1-[4-(4-chloro-2-methylphenyl)piperidin-1-yl]-2-{3-[(2R,6S)-2,6-dimethylmorpholine-4-carbonyl]-5,6-dihydrocyclopenta[c]pyrazol-1(4H)-yl}ethan-1-one